(2S,5R)-6-hydroxy-3-methyl-7-oxo-N-(2-sulfamoylethyl)-1,6-diazabicyclo[3.2.1]oct-3-ene-2-carboxamide ON1[C@@H]2C=C([C@H](N(C1=O)C2)C(=O)NCCS(N)(=O)=O)C